N1=CC=C(C=C1)CCSC[C@H]([C@@H](CSCCC1=CC=NC=C1)O)O (2S,3S)-1,4-Bis[2-(4-pyridyl)-ethylsulfanyl]butan-2,3-diol